N-phenyl-oxalic acid monoamide C1(=CC=CC=C1)NC(C(=O)O)=O